N1=C(C=CC=C1)COB(O)O.OC(C1=CC=CC=C1)[Si](OCCC)(OCCC)C(C1=CC=CC=C1)O di(hydroxybenzyl)dipropoxysilane picolyl-borate